1-(6-(4-isopropyl-4H-1,2,4-triazol-3-yl)pyridin-2-yl)-3-(6-morpholinopyridin-3-yl)imidazolidin-2-one C(C)(C)N1C(=NN=C1)C1=CC=CC(=N1)N1C(N(CC1)C=1C=NC(=CC1)N1CCOCC1)=O